pyridazine-3-carbamic acid tert-butyl ester C(C)(C)(C)OC(NC=1N=NC=CC1)=O